3-chloro-2-hydroxypropyldimethylammonium ClCC(C[NH+](C)C)O